Methylene phosphate P1(=O)(OCO1)[O-]